lithium sulfite S(=O)([O-])[O-].[Li+].[Li+]